10-chloro-4,6,8-trimethylundecyl decoxymethyl ether C(CCCCCCCCC)OCOCCCC(CC(CC(CC(C)Cl)C)C)C